CC1=NOC(=C1C(=O)NN)C 3,5-dimethylisoOxazole-4-carboxylic acid hydrazide